N1(CCOCC1)CCOC(CC\C(=C\CC=1C(=C2C(OCC2=C(C1O)C)=O)O)\C)=O (4E)-6-(4,6-dihydroxy-7-methyl-3-oxo-1,3-dihydroisobenzofuran-5-yl)-4-methyl-4-hexenoic acid 2-(morpholin-4-yl)ethyl ester